8-fluoro-2-methylquinoline-6-carboxylic acid FC=1C=C(C=C2C=CC(=NC12)C)C(=O)O